BrC=1C(=C(N(N1)C1=NC=CC=C1Cl)C(=O)NC1=C(C=C(C=C1C(NC)=O)Cl)C)Cl 5-Bromo-4-chloro-N-[4-chloro-2-methyl-6-(methylcarbamoyl)phenyl]-2-(3-chloro-2-pyridyl)pyrazole-3-carboxamid